ClC1=C(C=C(OCCCC2=C3N(C=4C(=CC=CC24)C=2C(=NN(C2C)C)C)C(CN(C3=O)C=3N(C2=CC(=CC=C2C3)C(=O)N)C)C)C=C1C)C 10-[3-(4-chloro-3,5-dimethyl-phenoxy)propyl]-4-methyl-1-oxo-6-(1,3,5-trimethylpyrazol-4-yl)-3,4-dihydropyrazino[1,2-a]indol-2-yl-1-methyl-indole-6-carboxamide